ClC=1C=CC(=NC1C1=N[C@H](C=2N(C3=C1C(=C(C=C3)C(F)(F)F)Cl)N=C(N2)C)C)O 5-chloro-6-[(4S)-7-chloro-2,4-dimethyl-8-(trifluoromethyl)-4H-[1,2,4]triazolo[1,5-a][1,4]benzodiazepin-6-yl]pyridin-2-ol